ClC1=CC=C(C=C1)C1=C(C=CC=C1)CN1C(N(CC1)CC=1C=C2CN(C(C2=CC1F)=O)C1C(NC(CC1)=O)=O)=O 3-(5-((3-((4'-chloro-[1,1'-biphenyl]-2-yl)methyl)-2-oxoimidazolidin-1-yl)methyl)-6-fluoro-1-oxoisoindolin-2-yl)piperidine-2,6-dione